NC1=NC(=C(C=2N1C(=C(N2)C(=O)NCC)Br)C2=CC(=NC(=C2)C)C)C2=CC=CC=C2 5-amino-3-bromo-8-(2,6-dimethylpyridin-4-yl)-N-ethyl-7-phenylimidazo[1,2-c]pyrimidine-2-carboxamide